2,3-oxiranedicarboxylic acid O1C(C1C(=O)O)C(=O)O